9-oxa-3-azaspiro[5.5]undecane C1CNCCC12CCOCC2